Bicyclo[2.2.2]octan-1-ylmethanol C12(CCC(CC1)CC2)CO